C(=O)C1=C(OC[C@H]2N(CCCC2)C(=O)C2=C(C=CC=C2)CC(=O)O)C=CC=C1O 2-{2-[(2S)-2-[(2-formyl-3-hydroxyphenoxy)methyl]piperidine-1-carbonyl]phenyl}acetic acid